BrC1=CC(=C(C=C1)N1C(N(C=C1)C(F)F)=O)Cl 1-(4-bromo-2-chlorophenyl)-3-(difluoromethyl)-1H-imidazol-2(3H)-one